ClC=1C=NC=C(C1[C@@H](C)OC=1C=C2C(=NNC2=CC1)C=1C=NC(=NC1)N1CC2(C1)CCCN(C2)C(=O)OC(C)C)Cl isopropyl 2-[5-[5-[(1R)-1-(3,5-dichloro-4-pyridyl)ethoxy]-1H-indazol-3-yl]pyrimidin-2-yl]-2,8-diazaspiro[3.5]nonane-8-carboxylate